COC(=O)C1=CC=2C3=C(C(=NC2C=C1)NC(C)(C)C)CCO3 4-(tert-Butylamino)-2,3-dihydrofuro[3,2-c]quinoline-8-carboxylic acid methyl ester